1-(4-(2-chloro-6-fluorobenzyl)-3-oxo-3,4-dihydro-2H-benzo[b][1,4]thiazin-7-yl)-3-(1H-indol-6-yl)urea ClC1=C(CN2C3=C(SCC2=O)C=C(C=C3)NC(=O)NC3=CC=C2C=CNC2=C3)C(=CC=C1)F